L-α-ethyl-ethionine C(C)[C@](N)(CCSCC)C(=O)O